tert-Butyl 2-(4-chlorobenzyl)-3-oxomorpholine-4-carboxylate ClC1=CC=C(CC2C(N(CCO2)C(=O)OC(C)(C)C)=O)C=C1